FC1=CC(=C2C=C(N(C2=C1)CCNC1=CC(=NC=N1)C1=CC=C(C=C1)C1=CC(=NO1)O)C)C 5-(4-{6-[2-(6-Fluoro-2,4-dimethyl-indol-1-yl)-ethylamino]-pyrimidin-4-yl}-phenyl)-isoxazol-3-ol